N-[6-(6-chloro-1,3-benzoxazol-2-yl)-6-azaspiro[3.4]octan-2-yl]-1,1-dioxo-thiolane-3-carboxamide ClC1=CC2=C(N=C(O2)N2CC3(CC(C3)NC(=O)C3CS(CC3)(=O)=O)CC2)C=C1